(R)-2-(4-fluorophenyl)-2-(1-(2-methylpiperidine-1-carbonyl)piperidin-4-ylidene)acetonitrile FC1=CC=C(C=C1)C(C#N)=C1CCN(CC1)C(=O)N1[C@@H](CCCC1)C